((R)-2-hydroxyethylsulfonimidoyl)nicotinamide OCC[S@](=O)(=N)C1=C(C(=O)N)C=CC=N1